ClC=1C=C(C(=O)N2C(CC(=CC2)C2=C3C(=NC(=C2)NC(=O)C2CC2)NC=C3)(C)C)C=CN1 N-(4-(1-(2-chloroisonicotinoyl)-2,2-dimethyl-1,2,3,6-tetrahydropyridin-4-yl)-1H-pyrrolo[2,3-b]pyridin-6-yl)cyclopropylcarboxamide